[2H]C(=O)N([2H])[2H] trideuteroformamide